CNC1=C(C(=O)ON2N=NC=3C2=NC=CC3)C=C(C=N1)[N+](=O)[O-] 3H-[1,2,3]triazolo[4,5-b]pyridin-3-yl 2-(methylamino)-5-nitronicotinate